C(C)C=1C=NC(=NC1)O[C@@H]1C[C@@H]2CN([C@H]1C2)C(=O)C2=C(C(=CC=C2)F)C2=NC=CC=N2 ((1S,4R,6R)-6-((5-ethylpyrimidin-2-yl)oxy)-2-azabicyclo[2.2.1]hept-2-yl)(3-fluoro-2-(pyrimidin-2-yl)phenyl)methanone